C(C)(C)(C)N[C@H]1CN(CC1)C=1N=C2C=CC(=NC2=CC1)C1=CC2=CN(N=C2C(=C1O)C)C (R)-5-(6-(3-(tert-butylamino)pyrrolidin-1-yl)-1,5-naphthyridin-2-yl)-2,7-dimethyl-2H-indazol-6-ol